propyldicyclohexyl-2,3-difluorophenetole C(CC)C1=C(C(=C(C=C1)OC(C)(C1CCCCC1)C1CCCCC1)F)F